C(C)(C)(C)C1=NCC=C(C1)C1=C(C=C(C=C1F)O)F tert-Butyl-4-(2,6-difluoro-4-hydroxyphenyl)-3,6-dihydropyridine